BrC=1C=C2C(=NC1)C(=NN2S(=O)(=O)C2=CC=C(C)C=C2)C 6-bromo-3-methyl-1-(p-toluenesulfonyl)pyrazolo[4,3-b]pyridine